COC(=O)C=1C2=C(N=C(N1)C1=CC(=CC=C1)C1=NOC(=C1)[C@]1(C(N(CC1)C)=O)O)C=CN2S(=O)(=O)C2=CC=C(C)C=C2 (R)-2-(3-(5-(3-hydroxy-1-methyl-2-oxopyrrolidin-3-yl)isoxazol-3-yl)phenyl)-5-tosyl-5H-pyrrolo[3,2-d]pyrimidine-4-carboxylic acid methyl ester